5-hydroxy-2-(4-methoxyphenylethyl)-6-(2-(methylthioethyl)ethyl)pyridine-3,4-dicarboxylic acid OC=1C(=C(C(=NC1CCCCSC)CCC1=CC=C(C=C1)OC)C(=O)O)C(=O)O